3-[1-(4,4-diethyl-2-imino-6-oxo-hexahydropyrimidin-1-yl)-4,4,4-trifluoro-3-hydroxy-butyl]-N-[(1R,2R)-2-hydroxyindan-1-yl]benzamide C(C)C1(NC(N(C(C1)=O)C(CC(C(F)(F)F)O)C=1C=C(C(=O)N[C@H]2[C@@H](CC3=CC=CC=C23)O)C=CC1)=N)CC